C(=O)C1N(CCOC1)C(=O)[O-] 3-Formylmorpholine-4-carboxylate